COC=1C=C(C(=O)NC(CC)CC)C=CC1OC 3,4-dimethoxy-N-(pent-3-yl)benzamide